(S)-6-fluoro-10-isobutyl-2-methyl-7-(6-(3-(piperidin-1-yl)propoxy)pyridin-3-yl)-9,10-dihydro-8-oxo-2,4,10a-triazanaphtho[2,1,8-cde]azulen-1(2H)-one FC=1C=C2N=CC=3N(C(N4[C@H](CC(C(=C2C34)C1C=1C=NC(=CC1)OCCCN1CCCCC1)=O)CC(C)C)=O)C